1-(4-(1-methyl-1H-pyrazol-5-yl)-2-phenyl-5,8-dihydropyrido[3,4-d]pyrimidin-7(6H)-yl)prop-2-en-1-one CN1N=CC=C1C=1C2=C(N=C(N1)C1=CC=CC=C1)CN(CC2)C(C=C)=O